BrC=1C(=NN(C1NC(=O)N[C@@H]1CN(C[C@H]1C1=CC=CC=C1)C=1C(=NC=CC1)OC)C1=CC=CC=C1)C1=CC=CC=C1 1-(4-bromo-1,3-diphenyl-1H-pyrazol-5-yl)-3-((3S,4R)-1-(2-methoxypyridin-3-yl)-4-phenylpyrrolidin-3-yl)urea